N-(2-methoxyethyl)-4-(5-methyl-2-((1-methyl-1H-pyrazol-4-yl)amino)pyrimidin-4-yl)benzamide allyl-(((9H-fluoren-9-yl)methoxy)carbonyl)-L-serinate C(C=C)N([C@@H](CO)C(=O)O)C(=O)OCC1C2=CC=CC=C2C=2C=CC=CC12.COCCNC(C1=CC=C(C=C1)C1=NC(=NC=C1C)NC=1C=NN(C1)C)=O